2-phenyl-6-bromoquinazolin-4(3H)-one C1(=CC=CC=C1)C1=NC2=CC=C(C=C2C(N1)=O)Br